(4r,5r)-2-(1,8-naphthyridin-2-yl)-4,5-diphenyl-4,5-dihydro-oxazol N1=C(C=CC2=CC=CN=C12)C=1O[C@@H]([C@H](N1)C1=CC=CC=C1)C1=CC=CC=C1